C(#N)C1=CC(=C(COC2=CC=CC(=N2)C2=CC(=C(CC=3N(C4=CC(=CC=C4C3)C(=O)O)[C@H]3CNCC34CC4)C=C2F)F)C=C1)F (R)-2-(4-(6-((4-cyano-2-fluorobenzyl)oxy)pyridin-2-yl)-2,5-difluorobenzyl)-1-(5-azaspiro[2.4]heptan-7-yl)-1H-indole-6-carboxylic acid